CC1=C(C=CC=2N=CSC21)C(=O)O C7-methylbenzo[d]thiazole-6-carboxylic acid